C(#N)C=CC1=CC(=C(C(=C1)[N+](=O)[O-])NC1=NC=NC2=CC=CC=C12)C 4-((4-(2-cyanovinyl)-2-methyl-6-nitrophenyl)amino)quinazolin